O=C1N(CC2=CC(=CC=C12)N1CCNCC1)[C@@H]1C(NC(CC1)=O)=O (3S)-3-(1-oxo-5-piperazin-1-yl-isoindolin-2-yl)piperidine-2,6-dione